C(C)(C)(C)C(C(O[SiH3])(C1=CC=CC=C1)C1=CC=CC=C1)[Li] tert-butyl-diphenyl-siloxyethyl-lithium